5-(5-fluoro-2-methoxypyridin-4-yl)-1H-pyrazole-3-carbonyl-8-azabicyclo[3.2.1]octane-3-carboxamide FC=1C(=CC(=NC1)OC)C1=CC(=NN1)C(=O)C12CC(CC(CC1)N2)C(=O)N